NC(C1CO1)OC(C1CO1)N amino-glycidyl ether